ClC1=C(C=C2C(=C(N(C2=C1F)C)C1=NC(=NN1)C(=O)N1C[C@H](CC1)O)N1C=NC=C1)OC (S)-(5-(6-chloro-7-fluoro-3-(1H-imidazol-1-yl)-5-methoxy-1-methyl-1H-indol-2-yl)-1H-1,2,4-triazol-3-yl)(3-hydroxypyrrolidin-1-yl)methanone